ClC1=NC=C2N(C(N(C2=N1)C12CCC(C1)(C2)OC)=O)C 2-chloro-9-(4-methoxybicyclo[2.1.1]hexan-1-yl)-7-methyl-7,9-dihydro-8H-purin-8-one